ClC1=NC(=C2N=CN(C2=N1)[C@@H]1O[C@@H]([C@H]([C@H]1O)O)CO)N1CC2(C3=C(C=CC=C13)F)CCCC2 (2R,3R,4S,5R)-2-[2-chloro-6-(4'-fluorospiro[cyclopentane-1,3'-indoline]-1'-yl)purin-9-yl]-5-(hydroxymethyl)tetrahydrofuran-3,4-diol